NC1CN(CC1)C=1C=C(C#N)C=CN1 2-(3-aminopyrrolidin-1-yl)isonicotinonitrile